OC1CCCC=2C=CC=NC12 8-hydroxy-5,6,7,8-tetrahydroquinoline